C(=CCCCCCCCC=C)OC=CCCCCCCCC=C 1-(undec-1,10-dien-1-yloxy)undec-1,10-diene